CNCCCC(=O)[O-].[Na+] sodium N-methyl-4-aminobutyrate